tert-butyl methyl(1-methyl-4,5,6,7-tetrahydrobenzo[c]thiophen-5-yl)carbamate CN(C(OC(C)(C)C)=O)C1CC=2C(=C(SC2)C)CC1